N-[1-[5-chloro-2-[3-methyl-4-(morpholinomethyl)anilino]pyrimidin-4-yl]-3-methyl-indol-5-yl]prop-2-enamide ClC=1C(=NC(=NC1)NC1=CC(=C(C=C1)CN1CCOCC1)C)N1C=C(C2=CC(=CC=C12)NC(C=C)=O)C